CN(C1CCN(CC1)C1=C(C=C(C=C1)C1=CC=C2N=CC=3N(C2=C1)C(=NC3C)C3CCOCC3)C(F)(F)F)C N,N-dimethyl-1-(4-(3-methyl-1-(tetrahydro-2H-pyran-4-yl)imidazo[1,5-a]quinoxalin-8-yl)-2-(trifluoromethyl)phenyl)piperidin-4-amine